N-(methyl-d3)-6-(3-methylureido)pyridazine-3-carboxamide C(NC(=O)C=1N=NC(=CC1)NC(=O)NC)([2H])([2H])[2H]